tris(β-hydroxyethyl)amine OCCN(CCO)CCO